1-isopropyl-N-(8-(2-((1-methyl-1H-pyrazol-4-yl)amino)pyrimidin-4-yl)-2-(oxetan-3-yl)-2,3,4,5-tetrahydro-1H-benzo[c]azepin-5-yl)-1H-1,2,3-triazole-4-carboxamide C(C)(C)N1N=NC(=C1)C(=O)NC1C2=C(CN(CC1)C1COC1)C=C(C=C2)C2=NC(=NC=C2)NC=2C=NN(C2)C